N1C=CC=2C1=NC=CC2C2=NC=CC(=N2)NC2(CN(C2)S(=O)(=O)C)C#N 3-((2-(1H-pyrrolo[2,3-b]pyridin-4-yl)pyrimidin-4-yl)amino)-1-(methylsulfonyl)azetidine-3-carbonitrile